3-[4-({4-[(1S)-1-hydroxyethyl]phenyl}sulfamoyl)phenyl]-1-(pyridin-3-ylmethyl)urea O[C@@H](C)C1=CC=C(C=C1)NS(=O)(=O)C1=CC=C(C=C1)NC(NCC=1C=NC=CC1)=O